3-(isoquinolin-1-yl)isoxazole-5-carboxylic acid C1(=NC=CC2=CC=CC=C12)C1=NOC(=C1)C(=O)O